4-(4-bromo-3-((cyclopentyloxy)methyl)phenoxy)tetrahydro-2H-pyran-4-carboxylic acid BrC1=C(C=C(OC2(CCOCC2)C(=O)O)C=C1)COC1CCCC1